P1(=O)(OCCCO1)O.OCCNCCN hydroxyethyl ethylenediamine trimethylene phosphate